FC1=C2C(OC(C2=CC=C1)=O)=O fluoroisobenzofuran-1,3-dione